(7R,14R)-11-(2-(2-hydroxypropan-2-yl)pyrimidin-5-yl)-6-(methyl-d3)-1-((triisopropylsilyl)ethynyl)-6,7-dihydro-7,14-methanobenzo[f]benzo[4,5]imidazo[1,2-a][1,4]diazocin-5(14H)-one OC(C)(C)C1=NC=C(C=N1)C1=CC2=C(N=C3N2[C@H]2C4=C(C(N([C@@H]3C2)C([2H])([2H])[2H])=O)C=CC=C4C#C[Si](C(C)C)(C(C)C)C(C)C)C=C1